4-bromo-2-hydroxy-6-((4-hydroxy-1-(4-hydroxyphenyl)-3-oxobutan-2-ylimino)methyl)phenyl-isobutyrate BrC1=CC(=C(C(=C1)C=NC(CC1=CC=C(C=C1)O)C(CO)=O)OC(C(C)C)=O)O